NC=1C(=NON1)C1=NOC(N1C1=CC(=C(C=C1)F)C(F)(F)F)=O 3-(4-amino-1,2,5-oxadiazol-3-yl)-4-(4-fluoro-3-(trifluoromethyl)-phenyl)-1,2,4-oxadiazol-5(4H)-one